ClC=1C=C(C=NC1)C=1C=2N(C=C(N1)C1=CC=CC=C1)C(/C(/N2)=C/C=2OC=CC2)=O (Z)-8-(5-chloropyridin-3-yl)-2-(furan-2-ylmethylene)-6-phenylimidazo[1,2-a]pyrazin-3(2H)-one